N\C(=N\C(=N\S(=O)(=O)C1=CC=C(C=C1)C(F)(F)F)\N1N=C(C(CC1)C1=CC=CC=C1)C1=CC=C(C=C1)Cl)\C1=C(C=CC=C1)Cl (Z)-N-((E)-amino(2-chlorophenyl)methylene)-3-(4-chlorophenyl)-4-phenyl-N'-((4-(trifluoromethyl)phenyl)sulfonyl)-5,6-dihydropyridazine-1(4H)-carboximidamide